CC=1N=C(N=NC1C1=CC=C2C(CCO2)=C1O)N[C@H]1CN(CCC1)CC(C)OC |r| 5-[5-Methyl-3-[[rac-(3R)-1-(2-methoxypropyl)-3-piperidyl]amino]-1,2,4-triazin-6-yl]-2,3-dihydrobenzofuran-4-ol